C(C)(C)[C@H]1[C@@H](C[C@H](CC1)C)OC(=O)C1=CC=2C(C(N3C(C2C=C1)=NC1=C3C=CC=C1)=O)(C[Si](CC)(CC)CC)C (1R,2S,5S)-2-isopropyl-5-methylcyclohexyl-5-methyl-6-oxo-5-((triethylsilyl) methyl)-5,6-dihydrobenzo[4,5]imidazo[2,1-a]isoquinoline-3-carboxylate